silicon chlorohydroxide ClO.[Si]